COC=1C(=CC(=C(C1)N1CCC(CC1)CN1CCN(CC1)C(=O)OC(C)(C)C)C)[N+](=O)[O-] tert-butyl 4-((1-(5-methoxy-2-methyl-4-nitrophenyl)piperidin-4-yl)methyl)piperazine-1-carboxylate